NC1=NC=C(C(=N1)C(F)F)C1=NC(=NC(=N1)N1CCOCC1)N1CCN(CC1)C(CCCNC(=O)C1CCN(CC1)C(\C=C\C)=O)=O (E)-N-(4-(4-(4-(2-amino-4-(difluoromethyl)pyrimidin-5-yl)-6-morpholino-1,3,5-triazin-2-yl)piperazin-1-yl)-4-oxobutyl)-1-(but-2-enoyl)piperidine-4-carboxamide